(S)-3-(3-(5-(trifluoromethyl)pyridin-2-yloxy)pyrrolidin-1-yl)biphenyl-4-carboxamide FC(C=1C=CC(=NC1)O[C@@H]1CN(CC1)C=1C=C(C=CC1C(=O)N)C1=CC=CC=C1)(F)F